FC(S(=O)(=O)NCC=1C=NC=C(C1)C=1N(C2=CC=CC=C2C1)C)(F)F C,C,C-Trifluoro-N-[5-(1-methyl-1H-indol-2-yl)-pyridin-3-ylmethyl]-methanesulfonamide